N-[3-chloro-4-[4-[2-(dimethylamino)acetyl]piperazine-1-carbonyl]phenyl]-5-[2,3-difluoro-4-(fluoromethoxy)phenyl]-1-methyl-imidazole-2-carboxamide ClC=1C=C(C=CC1C(=O)N1CCN(CC1)C(CN(C)C)=O)NC(=O)C=1N(C(=CN1)C1=C(C(=C(C=C1)OCF)F)F)C